O1[C@@H](COCC1)CNC(=O)C1=C(C2=C(CC(C3=CN(N=C23)C[C@@H]2OCCOC2)C(F)(F)F)O1)C N-{[(2R)-1,4-Dioxan-2-yl]methyl}-2-{[(2S)-1,4-dioxan-2-yl]methyl}-8-methyl-4-(trifluoromethyl)-4,5-dihydro-2H-furo[2,3-g]indazol-7-carboxamid